1-(4-t-butylanilino)-5-amino-4,8-dihydroxy-3,7-dibromoanthraquinone C(C)(C)(C)C1=CC=C(NC2=CC(=C(C=3C(C4=C(C=C(C(=C4C(C23)=O)O)Br)N)=O)O)Br)C=C1